(2s,4s)-2-(4-(2,3-dimethylphenyl)piperidine-1-carbonyl)-7-oxa-5-azaspiro[3.4]Octane-6-one CC1=C(C=CC=C1C)C1CCN(CC1)C(=O)C1CC2(C1)NC(OC2)=O